2,3,4-trimethoxycinnamic acid COC1=C(C=CC(=O)O)C=CC(=C1OC)OC